C(C(C)=C)S(=O)(=O)[O-].[Na+] sodium Methallyl-Sulfonate